6-chloro-3-methyl-2-(trifluoromethyl)pyridine ClC1=CC=C(C(=N1)C(F)(F)F)C